2-amino-1-(3-((6-(difluoromethyl)pyridin-2-yl)amino)-8,8-dimethyl-2-(3,4,5-trifluorophenyl)-5,6-dihydroimidazo[1,2-a]pyrazin-7(8H)-yl)ethan-1-one NCC(=O)N1C(C=2N(CC1)C(=C(N2)C2=CC(=C(C(=C2)F)F)F)NC2=NC(=CC=C2)C(F)F)(C)C